C1=CC=CC=2C3=CC=CC=C3C(C12)COC(=O)N([C@H](C(=O)N([C@H](C(=O)OCC=C)C(C)C)C)CC(C)C)C prop-2-enyl (2S)-2-[[(2S)-2-[9H-fluoren-9-ylmethoxycarbonyl(methyl)amino]-4-methylpentanoyl]-methylamino]-3-methylbutanoate